C(C)[N+](=C1C=CC2=C(C3=CC=C(C(=C3OC2=C1)C=O)[O-])C1=C(C=CC=C1)CO)CC 3-(diethyliminio)-5-formyl-9-(2-(hydroxymethyl)phenyl)-3H-xanthen-6-olate